[N+](=[N-])=CC(CC[C@@H](C(=O)OC(C)C)NC([C@@H](CO)C)=O)=O isopropyl (S)-6-diazo-2-((R)-3-hydroxy-2-methylpropanamido)-5-oxohexanoate